(2-((3,3-difluoro-1-(methylcarbamoyl)cyclobutyl)amino)-2-oxoacetyl)-6-methyl-2,3-dihydro-1H-pyrrolizine-7-carboxylic acid FC1(CC(C1)(C(NC)=O)NC(C(=O)C1CCN2C=C(C(=C12)C(=O)O)C)=O)F